[3-(3-chloro-2-piperazin-1-yl-6-quinolinyl)-5-methyl-phenyl]methylamine dihydrochloride Cl.Cl.ClC=1C(=NC2=CC=C(C=C2C1)C=1C=C(C=C(C1)C)CN)N1CCNCC1